N2-(5,6-difluoro-1H-indol-3-yl)-7-fluoro-N1-methyl-5-(trifluoromethyl)-1H-benzo[d]imidazole-1,2-diamine FC=1C=C2C(=CNC2=CC1F)NC1=NC2=C(N1NC)C(=CC(=C2)C(F)(F)F)F